NC[C@@]1([C@@H]2CCN(C[C@H]12)C1=CNC2=C(N1)NN=C2C2=C1C=CNC(C1=C(C=C2)F)=O)C2=C(C=CC=C2)F 5-(6-((1S,6R,7R)-7-(aminomethyl)-7-(2-fluorophenyl)-3-azabicyclo[4.1.0]heptan-3-yl)-4,7-dihydro-1H-pyrazolo[3,4-b]pyrazin-3-yl)-8-fluoroisoquinolin-1(2H)-one